[Si](C)(C)(C(C)(C)C)OC(CCCNC=1SC=C(N1)C(=O)OC)CN(C)CCN(C)C methyl 2-[[4-[tert-butyl(dimethyl)silyl]oxy-5-[2-(dimethylamino)ethyl-methyl-amino]pentyl]amino]thiazole-4-carboxylate